4-(2-(3,3-dimethyl-4-oxo-4-(2-(trimethylsilyl)ethoxy)but-1-yn-1-yl)-3-fluorobenzyl)piperazine-1-carboxylic acid CC(C#CC1=C(CN2CCN(CC2)C(=O)O)C=CC=C1F)(C(OCC[Si](C)(C)C)=O)C